2-(2-aminothiazol-5-yl)-N-[4-(2-chloro-ethyl)-phenyl]-acetamide NC=1SC(=CN1)CC(=O)NC1=CC=C(C=C1)CCCl